6-((Z)-2-(3-((4aS,5S,7aS)-2-amino-5-(trifluoromethyl)-4a,5,7,7a-tetrahydro-4H-furo[3,4-d][1,3]thiazin-7a-yl)-4-fluorophenyl)-1-fluorovinyl)-5-chloronicotinonitrile NC=1SC[C@H]2[C@@](N1)(CO[C@@H]2C(F)(F)F)C=2C=C(C=CC2F)\C=C(/F)\C2=NC=C(C#N)C=C2Cl